ClCC1=C(C=CC=C1)N1C(N(CC1)C1=C(C=CC=C1)Cl)=O 1-(2-chloromethylphenyl)-3-(2-chlorophenyl)imidazolin-2-one